5-(4-(2-(ethylamino)ethoxy)phenoxy)-6-(4-(methylsulfonyl)phenyl)naphthalene-2-ol C(C)NCCOC1=CC=C(OC2=C3C=CC(=CC3=CC=C2C2=CC=C(C=C2)S(=O)(=O)C)O)C=C1